tert-butyl 1H-imidazole-5-carboxylate N1C=NC=C1C(=O)OC(C)(C)C